N1(C=NC=C1)CCC(=O)N 3-(1H-imidazole-1-yl)propionamide